FC=1C=C(C=CC1F)CC(=O)OC methyl 2-(3,4-difluorophenyl)acetate